2,2,6,6-tetramethyl-4-heptanone CC(C)(CC(CC(C)(C)C)=O)C